[4-[[3-[4-(difluoromethoxy)phenyl]imidazo[1,2-a]pyrazin-8-yl]amino]-2-methylphenyl]-[4-[(3R)-pyrrolidine-3-carbonyl]piperazin-1-yl]methanone FC(OC1=CC=C(C=C1)C1=CN=C2N1C=CN=C2NC2=CC(=C(C=C2)C(=O)N2CCN(CC2)C(=O)[C@H]2CNCC2)C)F